5-[(2R)-2-(trifluoromethyl)pyrrolidin-1-yl]pyrazin-2-amine FC([C@@H]1N(CCC1)C=1N=CC(=NC1)N)(F)F